COC1=C(CNCC2=CC=C(C=C2)OC)C=CC=C1 N-(2-methoxybenzyl)-1-(4-methoxyphenyl)methanamine